tert-butyl-4-[3-methyl-1-(1-methyl-2,6-dioxo-3-piperidyl)-2-oxo-benzimidazol-5-yl]piperidine C(C)(C)(C)N1CCC(CC1)C1=CC2=C(N(C(N2C)=O)C2C(N(C(CC2)=O)C)=O)C=C1